CS(=O)(=O)CC(=O)O 2-methylsulfonyl-acetic acid